[5-(3-Methanesulfonylamino-4-methyl-phenyl)-1-methyl-2-oxo-1,2-dihydro-pyridin-3-yl]-methyl-carbamic acid tert-butyl ester C(C)(C)(C)OC(N(C)C=1C(N(C=C(C1)C1=CC(=C(C=C1)C)NS(=O)(=O)C)C)=O)=O